N-(3-(3-(9H-purin-6-yl)pyridin-2-ylamino)-4-methylphenyl)-5-(azetidin-3-yloxy)-4-(trifluoromethyl)picolinamide N1=CN=C2NC=NC2=C1C=1C(=NC=CC1)NC=1C=C(C=CC1C)NC(C1=NC=C(C(=C1)C(F)(F)F)OC1CNC1)=O